COC1=CC(=C(C=C1)C=1NC2=CC=CC=C2C1)C 2-(4-methoxy-2-methylphenyl)-1H-indole